NC1=CC(=C2CCC(C2=C1)=O)CC 6-amino-4-ethyl-2,3-dihydro-1H-inden-1-one